BrC1=NC=CC2=C1N(C(=N2)CN2CCC(CC2)C2=CC=CC=1O[C@](OC12)(C)C1=C(C=C(C=C1)Cl)F)C[C@H]1OCC1 bromo-2-((4-((S)-2-(4-chloro-2-fluorophenyl)-2-methylbenzo[d][1,3]dioxol-4-yl)piperidin-1-yl)methyl)-3-(((S)-oxetan-2-yl)methyl)-3H-imidazo[4,5-c]pyridine